C(C1=CC=CC=C1)OC1=CC=C2C(=CC=NC2=C1)OCC(=O)O 2-((7-(benzyloxy)quinoline-4-yl)oxy)acetic acid